C(C)(C)(C)OC(=O)N1CC(C1)OC1=CC=C(C=C1)Br 3-(4-bromophenoxy)azetidine-1-carboxylic acid tert-butyl ester